N1CC(C1)CNC1=CC(=C2CN(C(C2=C1)=O)C1CCC(CC1)C(=O)NC1=CC(=C(C=C1)C)OC)C (1s,4s)-4-(6-(Azetidin-3-ylmethylamino)-4-methyl-1-oxoisoindolin-2-yl)-N-(3-methoxy-4-methylphenyl)cyclohexanecarboxamide